tert-butyl 4-(4-oxo-4,9-dihydro-3H-pyrido[2',3':4,5]pyrrolo[2,3-d]pyrimidin-7-yl)-3,6-dihydropyridine-1(2H)-carboxylate O=C1C2=C(N=CN1)NC1=C2N=CC(=C1)C=1CCN(CC1)C(=O)OC(C)(C)C